FC1=C(C(=CC=C1)OC)C=1C=C2/C(/C(NC2=CC1)=O)=C(\C)/NC1=NN(C=C1)C (Z)-5-(2-Fluoro-6-methoxyphenyl)-3-(1-((1-methyl-1H-pyrazol-3-yl)amino)ethylidene)indolin-2-one